cyclopentylmethyl-2,3,4,5,6-pentamethylphenyl-sulfane C1(CCCC1)CSC1=C(C(=C(C(=C1C)C)C)C)C